1,5-diazabicyclo[6.3.0]undecanone N12C(CCNCCC2CCC1)=O